chloro-2-(5-fluoro-1H-1,2,4-triazol-3-yl)-5-methoxy-3-(1H-pyrazol-4-yl)-1H-pyrrolo[3,2-b]pyridine ClN1C(=C(C2=NC(=CC=C21)OC)C=2C=NNC2)C2=NNC(=N2)F